BrCC1=CC=2C(=NOC2C(=O)OC)C=C1 methyl 5-(bromomethyl)benzo[c]isoxazole-3-carboxylate